OC1=C(C=CC(=C1C)O)C=1N=C(SC1)NC(C(C)C)=O N-(4-(2,4-dihydroxy-3-methylphenyl)thiazole-2-yl)isobutyramide